CC1=C(C(=C(C=2C(C3=CC=CC=C3OC12)Cl)N)N)C dimethyldiaminoxanthyl chloride